(7R,14R)-11-(2-((1s,3S)-1-amino-3-methoxycyclobutyl)pyrimidin-5-yl)-1-ethynyl-6-(methyl-d3)-6,7-dihydro-7,14-methanobenzo[f]benzo[4,5]imidazo[1,2-a][1,4]diazocin-5(14H)-one NC1(CC(C1)OC)C1=NC=C(C=N1)C1=CC2=C(N=C3N2[C@H]2C4=C(C(N([C@@H]3C2)C([2H])([2H])[2H])=O)C=CC=C4C#C)C=C1